O=C1C2(C=3C(=NC=CC3)N1)CC=1C(=NC=CC1)C2 2'-oxo-1',2',5,7-tetrahydrospiro[cyclopenta[b]pyridin-6,3'-pyrrolo[2,3-b]pyridine]